NCCCCN 1,4-diamino-n-butane